C1(=CC=CC=C1)C(CC1C=CC=2C1=C1CCCCC1=CC2)C 1-(2-phenylpropyl)-6,7,8,9-tetrahydro-1H-cyclopenta[a]naphthalene